SC([C@@H](O)[C@@H](O)[C@H](O)[C@H](O)CO)O mercaptomannitol